N-[1,1-dimethyl-2-(4-methylpiperazin-1-yl)ethyl]-6-[3-(6-methyl-2-pyridyl)-1H-pyrazol-4-yl]-1,5-naphthyridin-3-amine CC(CN1CCN(CC1)C)(C)NC=1C=NC2=CC=C(N=C2C1)C=1C(=NNC1)C1=NC(=CC=C1)C